2-(4-((2-(1-amino-2,2,2-trifluoroethyl)-4-methylthiazol-5-yl)oxy)-3-fluorophenyl)-4-(2,6-difluorobenzyl)-2,4-dihydro-3H-1,2,4-triazol-3-one NC(C(F)(F)F)C=1SC(=C(N1)C)OC1=C(C=C(C=C1)N1N=CN(C1=O)CC1=C(C=CC=C1F)F)F